N[C@H](C(=O)O)CC1=C(C(=C(C=C1)C)B(O)O)O (2S)-2-amino-3-[3-(dihydroxyboranyl)-2-hydroxy-4-methylphenyl]propanoic acid